(S)-2-amino-5-((2-cyano-3-fluoro-6-((1-hydroxypropan-2-yl)oxy)benzyl)(ethyl) Amino)pyrazolo[1,5-a]pyrimidine-3-carboxylate hydrochloride Cl.NC1=NN2C(N=C(C=C2)N(CC)CC2=C(C(=CC=C2O[C@H](CO)C)F)C#N)=C1C(=O)O